methyl 4-methylpiperidine-4-carboxylate hydrochloride Cl.CC1(CCNCC1)C(=O)OC